tert-butyl 5-[(3-chloro-5-fluoro-2-methoxyphenyl)carbamothioyl]-4-hydroxy-6-oxo-3,6-dihydropyridine-1(2H)-carboxylate ClC=1C(=C(C=C(C1)F)NC(=S)C1=C(CCN(C1=O)C(=O)OC(C)(C)C)O)OC